S(=O)(=O)(CC(=O)OC)CC(=O)OC dimethyl 2,2'-sulfonyldiacetate